F\C(=C/[C@H](C[C@H]1C(NCC1)=O)NC(=O)[C@@H]1N(C[C@@H]2[C@H]1CCC2)C(=O)C2(C1=CC=CC=C1C=1C=CC=CC21)O)\S(=O)(=O)C (1R,3aS,6aR)-N-((S,E)-4-fluoro-4-(methylsulfonyl)-1-((S)-2-oxopyrrolidin-3-yl)but-3-en-2-yl)-2-(9-hydroxy-9H-fluorene-9-carbonyl)octahydrocyclopenta[c]pyrrole-1-carboxamide